BrC=1C=CC(=NC1)N1N=C(C=C1C(C)N(C(C1=CC(=CC(=C1)C(F)(F)F)C(F)(F)F)=O)C)[N+](=O)[O-] N-[1-[2-(5-bromo-2-pyridinyl)-5-nitro-pyrazol-3-yl]ethyl]-N-methyl-3,5-bis(trifluoromethyl)benzamide